OC1C(C1)NC [(2-hydroxycyclopropyl)amino]methane